C(C)(C)(C)C1=NC(NC(=N1)C1CCCCC1)=O 4-(tert-butyl)-6-cyclohexyl-1,3,5-triazin-2(1H)-one